4-(4-(2,6-Dimethoxypyrimidin-4-yl)phenyl)piperazine-1-carboxylic acid tert-butyl ester C(C)(C)(C)OC(=O)N1CCN(CC1)C1=CC=C(C=C1)C1=NC(=NC(=C1)OC)OC